FC1=C(C(=CC=C1)F)C1=NC(=C2N1C=CNC2=O)NC=2C=NN(C2)CC(=O)O 2-(4-((3-(2,6-difluorophenyl)-8-oxo-7,8-dihydroimidazo[1,5-a]pyrazin-1-yl)amino)-1H-pyrazol-1-yl)acetic acid